BrC=1C=C(C=NC1)N1C=NC2=C1C=CC=C2 1-(5-bromopyridin-3-yl)-1H-benzo[d]imidazole